1-(4-hydroxyphenyl)aminocyclobutanenitrile OC1=CC=C(C=C1)NC1(CCC1)C#N